2-amino-4-iodo-N-(4-methyl-5-nitrothiazol-2-yl)benzamide tert-Butyl-6-chloro-1H-pyrazolo[3,4-b]pyrazine-1-carboxylate C(C)(C)(C)OC(=O)N1N=CC=2C1=NC(=CN2)Cl.NC2=C(C(=O)NC=1SC(=C(N1)C)[N+](=O)[O-])C=CC(=C2)I